tert-butyl (1R,5S,8S)-8-({5-[4-fluoro-3-(trifluoromethyl) phenoxy]-1-(propan-2-yl)-1H-1,2,4-triazol-3-yl} amino)-3-azabicyclo[3.2.1]octane-3-carboxylate FC1=C(C=C(OC2=NC(=NN2C(C)C)NC2[C@H]3CN(C[C@@H]2CC3)C(=O)OC(C)(C)C)C=C1)C(F)(F)F